5-(2-ethylphenoxy)benzamide C(C)C1=C(OC=2C=CC=C(C(=O)N)C2)C=CC=C1